C(C)(C)C=1C(=NNC1C=1C=C(C=2N(C1)N=CN2)OC)C=2SC(=C(N2)C)N2CCC(CC2)N(C)C 1-(2-(4-isopropyl-5-(8-methoxy-[1,2,4]triazolo[1,5-a]pyridin-6-yl)-1H-pyrazol-3-yl)-4-methylthiazol-5-yl)-N,N-dimethylpiperidin-4-amine